tert-Butyl N-[(1r,4r)-4-{2-[4-(8-{2-[ethyl(isopropyl)carbamoyl]-4-fluorophenyl}-3-methylimidazo[1,5-a]pyridin-6-yl)piperazin-1-yl]ethyl}cyclohexyl]carbamate C(C)N(C(=O)C1=C(C=CC(=C1)F)C=1C=2N(C=C(C1)N1CCN(CC1)CCC1CCC(CC1)NC(OC(C)(C)C)=O)C(=NC2)C)C(C)C